C(C1=CC=CC=C1)NC1=C2N=CN(C2=NC(=N1)CC)[C@H]1[C@@H]([C@@H]([C@H](O1)C(=O)NCC)O)O (2s,3s,4r,5r)-5-(6-(benzylamino)-2-ethyl-9H-purin-9-yl)-N-ethyl-3,4-dihydroxytetrahydrofuran-2-carboxamide